tert-butyl 7-(4-chloro-2-iodo-6-methylbenzyl)-2,7-diazaspiro[3.5]nonane-2-carboxylate ClC1=CC(=C(CN2CCC3(CN(C3)C(=O)OC(C)(C)C)CC2)C(=C1)C)I